C(C)(C)(C)NCC(CO)O 3-(tert-butylamino)propane-1,2-diol